6-(3-amino-6-bromo-5-fluoropyrazin-2-yl)-8-fluoro-3-methylisoquinolin-1(2H)-one NC=1C(=NC(=C(N1)F)Br)C=1C=C2C=C(NC(C2=C(C1)F)=O)C